3-[(1R)-1-({3-chloro-6-[6-(dimethylphosphoryl)pyridin-3-yl]-7-fluoro-2-methyl-1,5-naphthyridin-4-yl}amino)ethyl]benzonitrile ClC=1C(=NC2=CC(=C(N=C2C1N[C@H](C)C=1C=C(C#N)C=CC1)C=1C=NC(=CC1)P(=O)(C)C)F)C